[Cu+2].C(#N)C1=CC=C(C2=CC=CC=C12)C(=O)[O-].C(#N)C1=CC=C(C2=CC=CC=C12)C(=O)[O-] 4-cyanonaphthoic acid copper salt